5-(2-(2,4-difluorophenoxy)-5-(2-Hydroxypropan-2-olyl)phenyl)-3-iodo-4-methoxy-1-methylpyridin-2(1H)-one FC1=C(OC2=C(C=C(C=C2)CC(C)(O)O)C=2C(=C(C(N(C2)C)=O)I)OC)C=CC(=C1)F